FC([C@@H](C)N1N=NC2=C1C=C(C=C2)C=2C=CN1N=C(N=C(C12)OC)N[C@H]1C(CN(CC1)C(C([2H])([2H])[2H])=O)(F)F)F 1-((R)-4-((5-(1-((R)-1,1-difluoropropan-2-yl)-1H-benzo[d][1,2,3]triazol-6-yl)-4-methoxypyrrolo[2,1-f][1,2,4]triazin-2-yl)amino)-3,3-difluoropiperidin-1-yl)ethan-1-one-2,2,2-d3